isobutyl-methyltetrahydrofuran C(C(C)C)C1(OCCC1)C